4-(trifluoromethyl)isobenzofuran-1(3H)-one FC(C1=C2COC(C2=CC=C1)=O)(F)F